ClC1=CC2=C(S1)C1(CCN(CC1)CC=1N=NN(C1)CCS(=O)(=O)C)OCC2C(C)C 2-chloro-4-isopropyl-1'-[[1-(2-methylsulfonylethyl)triazol-4-yl]methyl]spiro[4,5-dihydrothieno[2,3-c]pyran-7,4'-piperidine]